3-(2,6-dioxo-3-piperidyl)indazol O=C1NC(CCC1C1=NNC2=CC=CC=C12)=O